(E)-1-((2-iodo-2-phenylvinyl)sulfonyl)-4-methylbenzene I/C(=C/S(=O)(=O)C1=CC=C(C=C1)C)/C1=CC=CC=C1